2,5-dibromopyridine-4-carbaldehyde BrC1=NC=C(C(=C1)C=O)Br